methyl (R,E)-4-((tetrahydrofuran-3-yl)amino)but-2-enoate O1C[C@@H](CC1)NC/C=C/C(=O)OC